oxathiolane 2,2-dioxide C1COS(=O)(=O)C1